(±)-trans-4-phenylpyrrolidin-3-yl isoquinolin-5-ylcarbamate C1=NC=CC2=C(C=CC=C12)NC(O[C@@H]1CNC[C@H]1C1=CC=CC=C1)=O |r|